NC1(CCN(CC1)C=1C=C(C2=C(N1)NN=C2SC2=C(C(=CC=C2)Cl)Cl)O)C 6-(4-amino-4-methylpiperidin-1-yl)-3-((2,3-dichlorophenyl)thio)-1H-pyrazolo[3,4-b]pyridin-4-ol